N-((1-fluorocyclobutyl)methyl)-5-(1,5-naphthyridin-2-yl)pyrrolo[2,1-f][1,2,4]triazin-2-amine FC1(CCC1)CNC1=NN2C(C=N1)=C(C=C2)C2=NC1=CC=CN=C1C=C2